2-(7-chloro-2-oxo-5-phenyl-3-(tetrahydro-2H-pyran-4-yl)-2,3-dihydro-1H-benzo[e][1,4]diazepin-1-yl)acetic acid ClC1=CC2=C(N(C(C(N=C2C2=CC=CC=C2)C2CCOCC2)=O)CC(=O)O)C=C1